C(#N)C12CC3CC(CC(C1)C3)C2 1-cyanoadamantane